NC1=C(C(=NC(=N1)N1CCC(CCC1)(C)N)C(=O)N)C1=C(C(=CC=C1)Cl)Cl 6-amino-2-(4-amino-4-methyl-azepan-1-yl)-5-(2,3-dichloro-phenyl)-pyrimidine-4-carboxylic acid amide